1-(3-chloro-2-fluorobenzyl)-2-methylpiperidine-4-carboxylic acid ClC=1C(=C(CN2C(CC(CC2)C(=O)O)C)C=CC1)F